FC1=CC=C(C=C1)C1=CC(=C(C=C1)CNC(C=C)=O)C1=NN(C=C1)CCOC(F)(F)F N-((4'-fluoro-3-(1-(2-(trifluoromethoxy)ethyl)-1H-pyrazol-3-yl)-[1,1'-biphenyl]-4-yl)methyl)acrylamide